9-acetyl-3,6-diethynylcarbazole C(C)(=O)N1C2=CC=C(C=C2C=2C=C(C=CC12)C#C)C#C